3-(2-(2-aminoethoxy)ethoxy)-N-((2s,3r,4r,5r)-2,3,4,5,6-pentahydroxyhexyl)propionamide NCCOCCOCCC(=O)NC[C@@H]([C@H]([C@@H]([C@@H](CO)O)O)O)O